C(C)(C)(C)OC(=O)N1CCC2(CCN(C2)C=2C(N(C(=CN2)C2=CC=CC=C2)CC(=O)O)=O)CC1 2-(3-(8-(tert-butoxycarbonyl)-2,8-diazaspiro[4.5]decan-2-yl)-2-oxo-6-phenylpyrazin-1(2H)-yl)acetic acid